CSC(C=NO)CCC Methylthiopentanaldoxime